C1(=CC=CC=C1)OC(C1=CC=CC=C1)=O Benzoic acid phenyl ester